C(C(C)C)C1CC=C(CC1)CCC1OCCO1 2-(4-isobutylcyclohexan-1-en-1-yl)ethyl-1,3-dioxolane